C(CCCCCCCCCC=CCCCCCCCCCC)(=O)O 11-Docosenoic acid